O1CCN(CC1)CCN1C(C(=CC2=CC(=CN=C12)C1=NC=CC=C1)C(=O)NC1CC2(C1)CCC2)=O 1-(2-morpholinoethyl)2-oxo-6-(pyridin-2-yl)-N-(spiro[3.3]heptan-2-yl)-1,2-dihydro-1,8-naphthyridine-3-carboxamide